O=C1N(C(C2=CC=CC=C12)=O)CCC#CC1=CC=C(O1)/C=N/O (E)-5-(4-(1,3-dioxoisoindolin-2-yl)but-1-yn-1-yl)furan-2-carbaldehyde oxime